FC(CO)(CN1[C@@H](C=2NC3=CC=CC=C3C2C[C@H]1C)C=1SC(=CN1)CC1CN(C1)CCCF)F 2,2-Difluoro-3-((1S,3R)-1-(5-((1-(3-Fluoropropyl)azetidin-3-yl)methyl)thiazol-2-yl)-3-methyl-1,3,4,9-tetrahydro-2H-pyrido[3,4-b]indol-2-yl)propan-1-ol